BrC=1C=CC(=NC1)N1CCC(CC1)OCC=1C(=NOC1C1CC1)C1=C(C=CC=C1Cl)Cl ((1-(5-bromopyridin-2-yl)piperidin-4-yloxy)methyl)-5-cyclopropyl-3-(2,6-dichlorophenyl)isoxazole